FC(COC1=C(C(=CC=C1)C(F)(F)F)S(=O)(=O)NC1=NN2C(=NC=C(C2=N1)OC)OC)F 2-(2,2-difluoroethoxy)-N-(5,8-dimethoxy[1,2,4]-triazolo[1,5-c]pyrimidin-2-yl)-6-(trifluoromethyl)benzenesulfonamide